C[Si](C1=CC=C(C=C1)C(=C)C1=CC=CC=C1)(OCC)OCC 1-[4-(methyldiethoxysilyl)phenyl]-1-phenylethene